methyl 5-[4-[N-[2-[3-aminopropyl(benzyloxycarbonyl)amino]ethyl]-4-chloro-3-fluoro-anilino]-6-quinolyl]-2-methyl-pyrazole-3-carboxylate NCCCN(CCN(C1=CC(=C(C=C1)Cl)F)C1=CC=NC2=CC=C(C=C12)C=1C=C(N(N1)C)C(=O)OC)C(=O)OCC1=CC=CC=C1